2-ethoxyethanamine C(C)OCCN